C(=O)[C@@H]1[C@H](CC(=C[C@]1(C1=CC=CC=C1)NS(=O)(=O)C1=CC=C(C=C1)C)C1=CC=CC=C1)C1=CC2=CC=CC=C2C=C1 N-((1'S,5'S,6'R)-6'-formyl-5'-(naphthalen-2-yl)-5',6'-dihydro-[1,1':3',1''-terphenyl]-1'(4'H)-yl)-4-methylbenzenesulfonamide